2,3-dihydroxypropan-1-yl (9Z)-octadec-9-enoate C(CCCCCCC\C=C/CCCCCCCC)(=O)OCC(CO)O